NC=1C=NN(C1)CCOCCOCCNC(OC(C)(C)C)=O Tert-Butyl N-[2-[2-[2-(4-aminopyrazol-1-yl)ethoxy]ethoxy]ethyl]carbamate